C(C)(C)(C)[C@H]1CC=2C=C(C(=NC2C=2N1C=C(C(C2)=O)C(=O)OCC)Cl)OCC2CC2 ethyl (R)-6-(tert-butyl)-2-chloro-3-(cyclopropylmethoxy)-10-oxo-5,10-dihydro-6H-pyrido[1,2-h][1,7]naphthyridine-9-carboxylate